methyl (S)-2-(oxetan-2-ylmethyl)-1H-benzo[d]imidazole-6-carboxylate O1[C@H](CC1)CC1=NC2=C(N1)C=C(C=C2)C(=O)OC